C(C)(=O)OC=1C(=NC=CC1OC)C(N[C@@H](C)C1=NOC(=N1)C(C)(C)C1=CC=CC=C1)=O (S)-4-methoxy-2-((1-(5-(2-phenylpropan-2-yl)-1,2,4-oxadiazol-3-yl)ethyl)carbamoyl)pyridin-3-yl acetate